methyl(pyridin-2-yl)((4-(5-(trifluoromethyl)isoxazol-3-yl)phenyl)imino)-λ6-sulfanone CS(=O)(=NC1=CC=C(C=C1)C1=NOC(=C1)C(F)(F)F)C1=NC=CC=C1